C[C@H](CCCC(C)C)[C@H]1CC[C@@]2([C@@]1(CCC3=C2CC[C@@H]4[C@@]3(CC[C@@H](C4(C)C)O)C)C)CO The molecule is a tetracyclic triterpenoid that is lanost-8-ene carrying two hydroxy substituents at positions 3beta and 30. It has a role as a human metabolite. It is a 3beta-sterol and a tetracyclic triterpenoid. It derives from a hydride of a lanostane.